[Br-].[Br-].[Br-].C(CCC)O[Zr+3] n-butoxyzirconium tribromide